C(CCC=CCCCCC)(=O)O 4-Decenoic acid